(S)-t-butoxycarbonylamino-5-azaspiro[2.4]heptane C(C)(C)(C)OC(=O)N[C@H]1CC12CNCC2